[O].[Sb].[Zr].[La].[Li] lithium lanthanum zirconium antimony oxygen